1-N-Methylhexahydro-1,4-diazepinon CN1C(CNCCC1)=O